C(CCC(=O)O)(=O)O.NC1=C(C=C(C2=C1CCO2)C(=O)NC2CCN(CC2)CCCOC)Cl 4-amino-5-chloro-2,3-dihydro-N-[1-(3-methoxypropyl)-4-piperidyl]-7-benzofurancarboxamide Succinate